((((2R,3S,4R,5S)-5-((2-chloro-4-(cyclopentylamino)pyrrolo[2,1-f][1,2,4]triazin-7-yl)methyl)-3,4-dihydroxytetrahydrofuran-2-yl)methoxy)methyl)phosphonic acid ClC1=NN2C(C(=N1)NC1CCCC1)=CC=C2C[C@H]2[C@@H]([C@@H]([C@H](O2)COCP(O)(O)=O)O)O